1,N2-bis((1H-benzo[d]imidazol-2-yl)methyl)-N1,N2-dimethylethane-1,2-diamine N1C(=NC2=C1C=CC=C2)CC(CN(C)CC2=NC1=C(N2)C=CC=C1)NC